cyclopropyl-8-fluoro-2-[2-(hydroxymethyl)-3-[1-methyl-5-[[5-(4-methylpiperazin-1-yl)pyridin-2-yl]amino]-6-oxopyridin-3-yl]phenyl]isoquinolin-1-one C1(CC1)C=1N(C(C2=C(C=CC=C2C1)F)=O)C1=C(C(=CC=C1)C1=CN(C(C(=C1)NC1=NC=C(C=C1)N1CCN(CC1)C)=O)C)CO